CN1CC(NCCC1C1=CC=CC=C1)=O 4-methyl-5-phenyl-1,4-diazepan-2-one